1-(3-fluoroazetidin-3-yl)-N,N-dimethylamine FC1(CNC1)CNC